O.[Ti] titanium water